1,2-bisoleoyl-sn-glycero-3-phosphoethanolamine C(CCCCCCC\C=C/CCCCCCCC)(=O)OC[C@@H](OC(CCCCCCC\C=C/CCCCCCCC)=O)COP(=O)(O)OCCN